FC(C)(F)C=1C=CC(=NC1)OC1CCC2(CNC2)CC1 7-((5-(1,1-Difluoroethyl)pyridin-2-yl)oxy)-2-azaspiro[3.5]nonan